2-(2-Hydroxy-5-t-octylphenyl)-benzotriazole OC1=C(C=C(C=C1)C(C)(C)CC(C)(C)C)N1N=C2C(=N1)C=CC=C2